C(=O)C1=CC(=C(C=C1)NC(C(C)(C)C)=O)C N-(4-formyl-2-methylphenyl)trimethylacetamide